C(C(=C)C)(=O)O.OCCC hydroxypropane methacrylate